7-chloro-N-[6-(2,2-difluoroethoxy)-5-fluoro-2-methoxy-3-pyridinyl]-1-(dimethylamino)isoquinoline-4-sulfonamide ClC1=CC=C2C(=CN=C(C2=C1)N(C)C)S(=O)(=O)NC=1C(=NC(=C(C1)F)OCC(F)F)OC